C(#N)C1=CC(=C(C=C1)NS(=O)(=O)C1=CNC(=C1)C1=CN=CS1)F N-(4-cyano-2-fluorophenyl)-5-(1,3-thiazol-5-yl)-1H-pyrrole-3-sulfonamide